C[C@H]1[C@@H]([C@H]([C@H]([C@@H](O1)O[C@@H]2[C@H]([C@@H]([C@H](O[C@H]2O)CO)O)O)O)O)O The molecule is a disaccharide consisting of alpha-L-rhamnose and beta-D-glucose linked via a 1->2 glycosidic bond. It has a role as a metabolite.